5-bromo-4-(bromomethyl)-1-(3-fluoro-4-methylbenzyl)-1,3-dihydro-2H-benzo[b]azepin-2-one BrC=1C2=C(N(C(CC1CBr)=O)CC1=CC(=C(C=C1)C)F)C=CC=C2